Cl.Cl.N(=NC(C)(C)C=1N(CCN1)CCO)C(C)(C)C=1N(CCN1)CCO 2,2'-azobis-{2-[1-(2-hydroxyethyl)-2-imidazolin-2-yl]propane} dihydrochloride